FC(COC1=NN(C=C1NC1=NC=C(C(=N1)NC1=C2CCNC(C2=CC=C1)=O)C(=O)N)C)F 2-{[3-(2,2-difluoroethoxy)-1-methyl-1H-pyrazol-4-yl]amino}-4-[(1-oxo-1,2,3,4-tetrahydroisoquinolin-5-yl)amino]pyrimidine-5-carboxamide